[N+](=O)([O-])C=1C=C2C=NNC2=CC1C(=O)[O-] 5-nitro-1H-Indazole-6-carboxylate